C(C1=CC=CC=C1)(C1=CC=CC=C1)(C1=CC=CC=C1)OC(=O)N[C@@H](CCCCN)C(=O)O trityloxycarbonyl-lysine